NCC(C(=O)NC=1C=CC=C2C(=CNC12)C=1C=NNC1)C1=CC=C(C=C1)P(=O)(C)C 3-amino-2-[4-(dimethylphosphoryl)phenyl]-N-[3-(1H-pyrazol-4-yl)-1H-Indol-7-yl]propanamide